ClC=1C=C(C=CC1)CNC=1C=CC=2N(N1)C(=CN2)C=2C=C(C=CC2)CO [3-[6-[(3-chlorophenyl)methylamino]imidazo[1,2-b]pyridazin-3-yl]phenyl]methanol